FC1=C(C=CC(=C1)F)C(CN1CCN(CC1)CCCN1C=CC2=CC(=CC=C12)OC)(CN1N=CN=C1)O 2-(2,4-difluorophenyl)-1-(4-(3-(5-methoxy-1H-indol-1-yl)propyl)piperazin-1-yl)-3-(1H-1,2,4-triazol-1-yl)propan-2-ol